FC(C=1C(=NC=CC1)C(=O)N[C@H](C(=O)O)CCN(CCCCC1=NC=2NCCCC2C=C1)CCOCC)F (S)-2-(3-(difluoromethyl)picolinamido)-4-((2-ethoxyethyl)(4-(5,6,7,8-tetrahydro-1,8-naphthyridin-2-yl)butyl)amino)butanoic acid